(R)-2,6-Dimethyl-4-((1-(3-(trifluoromethyl)phenyl)ethyl)amino)-6H-[1,4]oxazine CC=1O[C@@H](CN(C1)NC(C)C1=CC(=CC=C1)C(F)(F)F)C